tert-butyl (2-(3-amino-4-methylthiophene-2-carboxamido)ethyl)(cyclopropyl)carbamate NC1=C(SC=C1C)C(=O)NCCN(C(OC(C)(C)C)=O)C1CC1